(1S,2S)-1-(2-cyanophenyl)-1-(1-(2-hydroxyethyl)-1H-pyrazol-4-yl)propan C(#N)C1=C(C=CC=C1)[C@H](CC)C=1C=NN(C1)CCO